C1(=CC=CC=C1)C1=NC(=NC(=N1)C1=CC=CC=C1)C1=CC2=C(SC3=C2C=CC=C3C3=CC=2C4=CC=CC=C4C4=CC=CC=C4C2C=C3)C=C1 2,4-Diphenyl-6-(6-(triphenylen-2-yl)dibenzo[b,d]thiophen-2-yl)-1,3,5-triazine